hexahydro-1,3,5-triacryloyl-s-triazine C(C=C)(=O)N1CN(CN(C1)C(C=C)=O)C(C=C)=O